5-(2-fluoro-4-iodophenylamino)-8-methylpyrido[2,3-d]pyrimidine-4,7(3H,8H)-dione FC1=C(C=CC(=C1)I)NC1=CC(N(C=2N=CNC(C21)=O)C)=O